5-Methyl-2-(1-methyl-1H-imidazol-2-yl)-6-(1-methyl-1H-pyrazol-3-yl)-N-(1H-pyrazol-3-yl)pyrrolo[2,1-f][1,2,4]triazin-4-amine CC=1C(=CN2N=C(N=C(C21)NC2=NNC=C2)C=2N(C=CN2)C)C2=NN(C=C2)C